5-(isopropoxycarbonylnaphthyl)-7-oxo-bicyclo[2.2.1]Hept-2-ene C(C)(C)OC(=O)C1=C(C2=CC=CC=C2C=C1)C1C2C=CC(C1)C2=O